C(C)C=1C=NC=C(C1N1C(N(C=2C=NC=3C=C(C(=CC3C21)C2=NNN=C2)OC)C)=O)F 1-(3-Ethyl-5-fluoropyridin-4-yl)-7-methoxy-3-methyl-8-(2H-1,2,3-triazol-4-yl)-1,3-dihydroimidazo[4,5-c]quinolin-2-one